[Br-].NC1=C(C[P+](C2=CC=CC=C2)(C2=CC=CC=C2)C2=CC=CC=C2)C=CC=C1 (2-aminobenzyl)triphenylphosphonium bromide